3-methyl-1,3-butanediEne CC(C=C)=C